7-fluoro-2-(3-pyridyl)-2H-indazole-4-carboxylic acid FC1=CC=C(C2=CN(N=C12)C=1C=NC=CC1)C(=O)O